FC=1C=C(C=C2C(=CNC12)C[C@@H]1N(CCC1)C(C)C)OC (R)-7-fluoro-3-((1-isopropylpyrrolidin-2-yl)methyl)-5-methoxy-1H-indole